FC([C@@H]1N(CC2(CN(C2)C(=O)OC(C)(C)C)C1)C1=NC=2CC(CCC2C(=N1)C1=CC(=CC2=CC=CC=C12)O)(C)C)F tert-butyl (R)-7-(difluoromethyl)-6-(4-(3-hydroxynaphthalen-1-yl)-7,7-dimethyl-5,6,7,8-tetrahydroquinazolin-2-yl)-2,6-diazaspiro[3.4]octane-2-carboxylate